C(CC(C)C)=O iso-Pentanal